C1CCC2=C(C=3CCCC3C=C12)NC(=O)N=[S@](=O)(N)C=1SC(=C(N1)C(C)(C)O)C (R)-N'-((1,2,3,5,6,7-hexahydro-s-indacen-4-yl)-carbamoyl)-4-(2-hydroxy-propan-2-yl)-5-methyl-thiazole-2-sulfonimidamide